N-[5-[4-[[(Z)-[3-(2-isopropyl-5-methyl-phenyl)-4-oxo-thiazolidin-2-ylidene]carbamoyl]amino]phenyl]-2-methyl-1,2,4-triazol-3-yl]-4-(trifluoromethoxy)benzamide C(C)(C)C1=C(C=C(C=C1)C)N1/C(/SCC1=O)=N/C(=O)NC1=CC=C(C=C1)C=1N=C(N(N1)C)NC(C1=CC=C(C=C1)OC(F)(F)F)=O